(S)-5-((E)-4-methylpent-2-enoyl)-N-((S)-3-oxo-1-((S)-2-oxopyrrolidin-3-yl)-4-(trifluoromethoxy)butan-2-yl)-5-azaspiro[2.4]heptane-6-carboxamide CC(/C=C/C(=O)N1CC2(CC2)C[C@H]1C(=O)N[C@@H](C[C@H]1C(NCC1)=O)C(COC(F)(F)F)=O)C